BrC=1C=NN(C1)C1=C(C=CC=C1)F 4-Bromo-1-(2-fluorophenyl)-1H-pyrazole